6-Methyl-1-(1-methyl-1H-indazol-5-yl)-2-(1-methyl-1H-pyrazol-4-yl)-7-oxo-6,7-dihydro-3H-spiro[dipyrrolo[2,3-b:3',2'-d]pyridine-8,4'-piperidin] CN1C(C2(CCNCC2)C2=C3C(=NC=C21)NC(=C3C=3C=C2C=NN(C2=CC3)C)C=3C=NN(C3)C)=O